C(C)[N+]1(CCCC1)CC 1,1-diethyl-pyrrolidinium